6-((1R)-1-(2-((3S)-3-(Methylamino)-1-piperidinyl)-1H-benzimidazol-1-yl)ethyl)-3-pyridincarbonitril CN[C@@H]1CN(CCC1)C1=NC2=C(N1[C@H](C)C1=CC=C(C=N1)C#N)C=CC=C2